BrCC(=O)C1=NC=C(C=C1SCC)Br 2-bromo-1-(5-bromo-3-(ethylthio)pyridin-2-yl)ethan-1-one